C(C)[Si](C)(C)N(C)C ethyldimethylsilyl-dimethylamine